CC1=CC=C(C=C1)S(=O)(=O)OCC1CC2(COC2)C1 2-oxaspiro[3.3]heptan-6-ylmethyl 4-methylbenzenesulfonate